methyl (2R)-3-[benzyl (methyl) amino]-2-hydroxy-propanoate C(C1=CC=CC=C1)N(C[C@H](C(=O)OC)O)C